C(C)(C)(C)C12CC(=CC(CC1)N2)B2OC(C(O2)(C)C)(C)C tert-butyl-3-(4,4,5,5-tetramethyl-1,3,2-dioxaborolan-2-yl)-8-azabicyclo[3.2.1]Oct-3-ene